2-({6-[(1,3-benzothiazol-2-yl)amino]-5-methylpyridazin-3-yl}(methyl)amino)-5-(3-{4-[3-(dimethylamino)prop-1-yn-1-yl]-2-fluorophenoxy}-2-methylpropyl)-1,3-thiazole-4-carboxylic acid S1C(=NC2=C1C=CC=C2)NC2=C(C=C(N=N2)N(C=2SC(=C(N2)C(=O)O)CC(COC2=C(C=C(C=C2)C#CCN(C)C)F)C)C)C